COC1=CC=C(C=C1)C(C(C)O)C 3-(p-methoxyphenyl)-2-butanol